N-((2S)-1,1-dicyclopropyl-3-((4-((2S)-1-((2-(difluoromethyl)cyclopropyl)amino)-1-oxopropan-2-yl)-2-fluorophenyl)amino)-3-oxopropan-2-yl)-1-isopropyl-1H-pyrazole-5-carboxamide C1(CC1)C([C@@H](C(=O)NC1=C(C=C(C=C1)[C@@H](C(=O)NC1C(C1)C(F)F)C)F)NC(=O)C1=CC=NN1C(C)C)C1CC1